BrC1=C(C(=C(C=C1)[C@@H]1C(CNCC1)(F)F)F)F (4R)-4-(4-bromo-2,3-difluoro-phenyl)-3,3-difluoro-piperidine